C1[C@@H]2N(CCN1)CCCC2 (R)-Octahydro-1H-pyrido[1,2-a]pyrazine